5-chloro-4-(3,4-dichlorophenyl)-6-methyl-2-oxo-1H-pyridine-3-carboxylic acid ethyl ester C(C)OC(=O)C=1C(NC(=C(C1C1=CC(=C(C=C1)Cl)Cl)Cl)C)=O